Trans-2-((1-(4-hydroxy-4-methylcyclohexyl)-3-isopropoxy-1H-pyrazol-4-yl)amino)-7-((S)-1-methoxypropane-2-yl)-7H-pyrrolo[2,3-d]pyrimidine-6-carbonitrile OC1(CCC(CC1)N1N=C(C(=C1)NC=1N=CC2=C(N1)N(C(=C2)C#N)[C@H](COC)C)OC(C)C)C